NC1=NC=CC(=C1)[C@H]1N(OCC1)C(C(C)(C)C)=O 1-[(3S)-3-(2-aminopyridin-4-yl)-1,2-oxazolidin-2-yl]-2,2-dimethylpropan-1-one